rhodium(I) tetrafluoroborate F[B-](F)(F)F.[Rh+]